2-(4-(3-chloro-4-((3,5-difluoropyridin-2-yl)methoxy)-5',6-dimethyl-2-oxo-2H-[1,4'-bipyridyl]-2'-yl)thiazol-2-yl)-N,2-dimethylpropanamide ClC=1C(N(C(=CC1OCC1=NC=C(C=C1F)F)C)C1=CC(=NC=C1C)C=1N=C(SC1)C(C(=O)NC)(C)C)=O